BrC1=CC=C(C=C1)N1C(=NC2=C3C=CC=NC3=C3N=CC=CC3=C21)C2=CC=C(C(=O)O)C=C2 4-(1-(4-bromophenyl)-1H-imidazo[4,5-f][1,10]phenanthroline-2-yl)benzoic acid